C(C)ON1C(C=CC(=C1)OC)[C@@H](CS(=O)(=O)C)N1C(NC2=C1C=CC=C2C2=C(C=CC=C2)C)=O (S)-1-(1-(1-ethoxy-5-methoxypyridin-2-yl)-2-(methanesulfonyl)ethyl)-4-(o-tolyl)-1H-benzo[d]imidazol-2(3H)-one